S(=O)(=O)([O-])[O-].[NH4+].[Li+] Lithium ammonium sulfat